(1-(5-(5-(methoxymethyl)-4H-1,2,4-triazol-3-yl)-4-methyl-2-propylbenzoyl)piperidin-4-yl)benzonitrile COCC=1NC(=NN1)C=1C(=CC(=C(C(=O)N2CCC(CC2)C2=C(C#N)C=CC=C2)C1)CCC)C